(S)-N8-(3,3-dimethylbut-2-yl)-N2-(2-ethoxy-6-methyl-5,6,7,8-tetrahydro-1,6-naphthyridin-3-yl)-6-methylpyrido[3,4-d]pyrimidine-2,8-diamine CC([C@H](C)NC1=NC(=CC2=C1N=C(N=C2)NC=2C(=NC=1CCN(CC1C2)C)OCC)C)(C)C